CC1(CN(CCO1)CC=1C=C2C(NC(=NC2=C(C1)C)C1=CC2=C(C=N1)C=CS2)=O)C 6-[(2,2-dimethylmorpholin-4-yl)methyl]-8-methyl-2-thieno[3,2-c]pyridin-6-yl-3H-quinazolin-4-one